The molecule is a methyl-branched fatty acid that is octadecanoic (stearic) acid bearing a methyl substituent at position 2. It is a branched-chain saturated fatty acid, a long-chain fatty acid and a methyl-branched fatty acid. It derives from an octadecanoic acid. It is a conjugate acid of a 2-methyloctadecanoate. CCCCCCCCCCCCCCCCC(C)C(=O)O